4-((1-(2-(isoindolin-2-yl)-3,6-dimethyl-4-oxo-3,4-dihydroquinazolin-8-yl)ethyl)amino)-1-methyl-1H-pyrazole-3-carboxylic acid C1N(CC2=CC=CC=C12)C1=NC2=C(C=C(C=C2C(N1C)=O)C)C(C)NC=1C(=NN(C1)C)C(=O)O